((S)-3-(4-(((R)-1-(3-(difluoromethyl)-2-fluorophenyl)ethyl)amino)quinolin-6-yl)-3-methoxypyrrolidin-1-yl)(pyrrolidin-1-yl)methanone FC(C=1C(=C(C=CC1)[C@@H](C)NC1=CC=NC2=CC=C(C=C12)[C@@]1(CN(CC1)C(=O)N1CCCC1)OC)F)F